2-[(1S)-1-methoxy-2-oxoethoxy]acetaldehyde CO[C@H](C=O)OCC=O